2-Hydroxy-2-cyclopenten-1-on OC=1C(CCC1)=O